(1r,4r)-4-((5-((2'-ethyl-6',7'-dihydrospiro[piperidine-4,4'-thieno[3,2-c]pyran]-1-yl)methyl)pyrimidin-2-yl)amino)cyclohexan-1-ol C(C)C1=CC=2C3(OCCC2S1)CCN(CC3)CC=3C=NC(=NC3)NC3CCC(CC3)O